(±)-trans-3-(4-(5-((((benzyloxy)carbonyl)amino)methyl)-1-methyl-1H-1,2,3-triazol-4-yl)phenoxy)cyclohexane-1-carboxylic acid C(C1=CC=CC=C1)OC(=O)NCC1=C(N=NN1C)C1=CC=C(O[C@@H]2C[C@H](CCC2)C(=O)O)C=C1 |r|